N[C@H]1CN(CCC1)C(=O)C=1C=C2C=3N(CCNC3C1)C(=N2)C=2N(C1=C(C=CC=C1C2)C)CC2CC2 (R)-(3-Aminopiperidin-1-yl)(2-(1-(cyclopropylmethyl)-7-methyl-1H-indol-2-yl)-5,6-dihydro-4H-imidazo[1,5,4-de]quinoxalin-8-yl)methanone